C(C)(CC)[Li] sec.Butyllithium